ClC1=C(OC=2C=C3CCN(C(C3=CC2)=O)CC2CCOCC2)C(=CC(=C1)[N+](=O)[O-])Cl 6-(2,6-Dichloro-4-nitrophenoxy)-2-((tetrahydro-2H-pyran-4-yl)methyl)-3,4-dihydroisoQuinolin-1(2H)-one